NC1CCN(CC1)C1CCN(CC1)C1=C(C=C(C=C1)NC1C(NC(CC1)=O)=O)F 3-((4-(4-amino-[1,4'-bipiperidin]-1'-yl)-3-fluorophenyl)amino)piperidine-2,6-dione